Cl.NC1(CC1)COC1=C(C=2CC(CC2C=C1)CNCCC1CN(C(O1)=O)C=1C=CC=2OCC(NC2N1)=O)C#N 5-[(1-aminocyclopropyl)methoxy]-2-[[2-[2-oxo-3-(3-oxo-4H-pyrido[3,2-b][1,4]oxazin-6-yl)-1,3-oxazolidin-5-yl]ethylamino]methyl]-2,3-dihydro-1H-indene-4-carbonitrile hydrochloride